4-(8,9,10,11-tetrahydro-3H-pyrrolo[3,2-a]phenanthridin-7-yl)benzenesulfonamide C1=CNC=2C1=C1C=3CCCCC3C(=NC1=CC2)C2=CC=C(C=C2)S(=O)(=O)N